5-(benzyloxy)-2-methyl-N-(1-methylpyrrolidin-3-yl)benzofuran-3-carboxamide C(C1=CC=CC=C1)OC=1C=CC2=C(C(=C(O2)C)C(=O)NC2CN(CC2)C)C1